BrC(COC(C(C)C)=O)=CBr 2-methylpropanoic acid 2,3-dibromoprop-2-en-1-yl ester